(R)-3,3,3-trifluoropropane-1,2-diamine FC([C@@H](CN)N)(F)F